C1OCC12CN(C2)C2=NC=CC(=N2)COC2=CC=C(C=C2)C2(COC2)C2=CC=C(OC1CC(C1)NC(OC(C)(C)C)=O)C=C2 tert-butyl ((1r,3r)-3-(4-(3-(4-((2-(2-oxa-6-azaspiro[3.3]heptane-6-yl)pyrimidin-4-yl)methoxy)phenyl)oxetane-3-yl)phenoxy)cyclobutyl)carbamate